N1(C=NC=C1)CCCNC(=O)C=1C2=C(OC1C)C(C1=CC=CC=C1C2=O)=O N-(3-(1H-Imidazol-1-yl)propyl)-2-methyl-4,9-dioxo-4,9-dihydronaphtho[2,3-b]furan-3-carboxamide